2-(4-(7-chloro-4-(1H-imidazol-1-yl)quinolin-2-yl)-2-oxo-1,4-diazepin-1-yl)acetic acid ClC1=CC=C2C(=CC(=NC2=C1)N1CC(N(C=CC1)CC(=O)O)=O)N1C=NC=C1